3-(sec-butyl)-4-(2-hydroxyethyl)-1,3,4,5-tetrahydro-2H-benzo[1,4]diazepin-2-one C(C)(CC)C1C(NC2=C(CN1CCO)C=CC=C2)=O